monosodium terephthalate C(C1=CC=C(C(=O)O)C=C1)(=O)[O-].[Na+]